4-[5-methyl-1-[4-(trifluoromethoxy)phenyl]pyrazol-3-yl]piperidine hydrochloride Cl.CC1=CC(=NN1C1=CC=C(C=C1)OC(F)(F)F)C1CCNCC1